N-ethyl-2-(2-formylphenyl)acetamide C(C)NC(CC1=C(C=CC=C1)C=O)=O